C(#N)C1=CC=C(C=C1)C1=CC(=CC=C1)NC(N(CC1=CC(=CC=C1)OC)CCO)=O 3-(4'-cyano-[1,1'-biphenyl]-3-yl)-1-(2-hydroxyethyl)-1-(3-methoxybenzyl)urea